OCCCNC(O[C@@H]1CC[C@H](CC1)C(N(C[C@@H]1CC[C@H](CC1)C1=NC(=C(C=C1)OC)C)C1=CC(=CC=C1)C=1N=C(OC1)C(C)C)=O)=O trans-4-((3-(2-Isopropyloxazol-4-yl)phenyl)((trans-4-(5-methoxy-6-methylpyridin-2-yl)cyclohexyl)methyl)carbamoyl)cyclohexyl (3-hydroxypropyl)carbamate